3-((4-((tert-butoxycarbonyl)amino)piperidin-1-yl)sulfonyl)-4-fluorobenzoic acid C(C)(C)(C)OC(=O)NC1CCN(CC1)S(=O)(=O)C=1C=C(C(=O)O)C=CC1F